6-(cyclopropanecarboxamido)-N-(methyl-d3)-4-((5-methyl-4,5-dihydro-[1,2,4]triazolo[1,5-a]quinoxalin-6-yl)amino)pyridazine-3-carboxamide C1(CC1)C(=O)NC1=CC(=C(N=N1)C(=O)NC([2H])([2H])[2H])NC1=C2N(CC=3N(C2=CC=C1)N=CN3)C